C(C1CO1)N(CC1CO1)C(C)C N,N-di(2,3-epoxypropyl)isopropyl-amine